CN1CCC(CC1)CN1N=CC(=C1)B1OC(C(O1)(C)C)(C)C 1-METHYL-4-((4-(4,4,5,5-TETRAMETHYL-1,3,2-DIOXABOROLAN-2-YL)-1H-PYRAZOL-1-YL)METHYL)PIPERIDINE